CS(=O)(=O)C=1C=C(C=CC1)[C@@H](C1CCN(CC1)C(=O)C=1C=CC2=C(NC(CO2)=O)C1)C1=CC=CC=C1 6-[4-[(S)-(3-methylsulfonylphenyl)-phenyl-methyl]piperidine-1-carbonyl]-4H-1,4-benzoxazin-3-one